FC1=C(C(=CC=C1)C)N1CCC(CC1)N1C(N(C=2C(C1)=CN(N2)C[C@H](C)F)CC2=C(C=CC=C2)C(F)(F)F)=O 5-[1-(2-fluoro-6-methyl-phenyl)-piperidin-4-yl]-2-((S)-2-fluoro-propyl)-7-(2-trifluoromethyl-benzyl)-2,4,5,7-tetrahydro-pyrazolo[3,4-d]pyrimidin-6-one